C(C)(C)(C)C1=C(C=CC=C1)C(C)C tertiary butyl-isopropylbenzene